[Cl-].C(C1=CC=CC=C1)C1CCC(CC1)[NH3+] 4-benzylcyclohexan-1-aminium chloride